3-(3-cyano-3-methyl-cyclobutyl)-5,7-difluoro-2-(4-fluorophenyl)indole-1-carboxylic acid tert-butyl ester C(C)(C)(C)OC(=O)N1C(=C(C2=CC(=CC(=C12)F)F)C1CC(C1)(C)C#N)C1=CC=C(C=C1)F